2-Ethynyltetrahydrofuran C(#C)C1OCCC1